Cl[Ru-2](=CC1=C(C=CC(=C1)[N+](=O)[O-])OC(C)C)Cl dichloro(2-isopropoxy-5-nitrobenzylidene)ruthenium(II)